C1(=CC=CC=C1)C1=C(C(=C2C(=C1)N=C1C=CC3=C4C=CC=CC4=NC3=C12)N1NN=C(C(=C1C1=CC=CC=C1)C1=C(C=CC=C1)C1=CC=CC=C1)C1=C2C(=CC(=C1C1=CC=CC=3SC4=C(C31)C=CC=C4)C4=CC=CC=C4)N=C4C=CC3=C1C=CC=CC1=NC3=C42)C4=CC=CC=2OC3=C(C24)C=CC=C3 (phenyl)(dibenzofuranyl)indolocarbazolyl-(phenyl)(biphenylyl)[(phenyl)(dibenzothiophenyl)indolocarbazolyl]triazine